4-ethylisoquinoline-5-carboxylic acid C(C)C1=CN=CC=2C=CC=C(C12)C(=O)O